OCCCCCCCS(=O)(=O)[O-] 7-hydroxyheptane-1-sulfonate